COC1=CC2=C(OC[C@H]3N2CCOC3)C=C1NC=1N=C(C3=C(N1)NC=C3)NC3=C(C=CC=C3)P(C)(C)=O (S)-(2-((2-((9-methoxy-1,2,4a,5-tetrahydro-4H-benzo[b][1,4]oxazino[4,3-d][1,4]oxazin-8-yl)amino)-7H-pyrrolo[2,3-d]pyrimidin-4-yl)amino)phenyl)dimethylphosphine oxide